7-[[5-[(3R)-3-hydroxy-1-piperidyl]-2-pyridyl]amino]-4-(7-methylimidazo[1,2-a]pyridin-3-yl)isoindolin-1-one O[C@H]1CN(CCC1)C=1C=CC(=NC1)NC=1C=CC(=C2CNC(C12)=O)C1=CN=C2N1C=CC(=C2)C